7-(2-((Boc)amino)ethoxy)-4-chloro-1H-indole-5-carboxylic acid methyl ester COC(=O)C=1C(=C2C=CNC2=C(C1)OCCNC(=O)OC(C)(C)C)Cl